C12(CC(C1)C2)C(C)OC(=O)NC2=C(N=NN2C)C2=CC=C(C(=N2)F)C#CC2(CC2)CC(=O)O 2-(1-((6-(5-(((1-(bicyclo[1.1.1]pentan-1-yl)ethoxy)carbonyl)amino)-1-methyl-1H-1,2,3-triazol-4-yl)-2-fluoropyridin-3-yl)ethynyl)cyclopropyl)acetic acid